C(C=C)(=O)N1C[C@H](C[C@@H]1[C@H](C)O)N1N=C(C(=C1NC)C(=O)N)C#CC1=CC2=C(N(C(=N2)C)C2CC2)C=C1Cl 1-((3S,5r)-1-propenoyl-5-((S)-1-hydroxyethyl)pyrrolidin-3-yl)-3-((6-chloro-1-cyclopropyl-2-methyl-1H-benzo[d]imidazol-5-yl)ethynyl)-5-(methylamino)-1H-pyrazole-4-carboxamide